FC(C(C(F)(F)F)(O)C1=CC=C(C=C1)C1=CC=C(C=C1)CN1CC(N(CC1)CC1=CC=NC=C1)CC(=O)[O-])(F)F 4-((4'-(1,1,1,3,3,3-hexafluoro-2-hydroxypropan-2-yl)-[1,1'-biphenyl]-4-yl)methyl)-1-(pyridin-4-ylmethyl)piperazin-2-ylacetate